ClC1=C(C=CC=C1)[C@H]1CC[C@H](N1C(C1=CN=C(C=C1)C1=C(C=C(C=C1)OC)OC)=O)C(=O)O (2S,5R)-5-(2-chlorophenyl)-1-(6-(2,4-dimethoxyphenyl)nicotinoyl)pyrrolidine-2-carboxylic acid